(2S)-N-(6-(cyclopropylmethoxy)pyridazin-3-yl)-2-(4,4-difluoro-3-(pyridin-4-yl)piperidin-1-yl)propionamide C1(CC1)COC1=CC=C(N=N1)NC([C@H](C)N1CC(C(CC1)(F)F)C1=CC=NC=C1)=O